[N+](=O)([O-])C1=CC=C(CNCC=C)C=C1 N-(4-nitrobenzyl)prop-2-en-1-amine